((triisopropylsilyl)ethynyl)naphthalene-1,3-diol C(C)(C)[Si](C(C)C)(C(C)C)C#CC1=C(C2=CC=CC=C2C=C1O)O